COC1=C(C(=NC(=N1)C1=CC=NC=C1)OC1=CC=CC=C1)C(F)(F)F 6-methoxy-4-phenoxy-2-(4-pyridyl)-5-trifluoromethylpyrimidine